2-((2,6-difluorobenzyl)amino)-N-(6-methoxypyridazin-3-yl)-4-methyl-5-(4-nitrophenyl)thiophene-3-carboxamide FC1=C(CNC=2SC(=C(C2C(=O)NC=2N=NC(=CC2)OC)C)C2=CC=C(C=C2)[N+](=O)[O-])C(=CC=C1)F